2-(2-(4-hydroxybenzyl)-3-oxoisoindolin-1-yl)acetonitrile OC1=CC=C(CN2C(C3=CC=CC=C3C2=O)CC#N)C=C1